C=1NN=C2C(=NC=3C=CC=CC3C21)N 2H-pyrazolo[3,4-c]quinolin-4-amine